FC(C(=O)O)(F)F.ClC1=CC=C(C=C1)C1=CC=C(C=C1)OC=1N=NNC1CO (4-((4'-chloro-[1,1'-biphenyl]-4-yl)oxy)-1H-1,2,3-triazol-5-yl)methanol 2,2,2-trifluoroacetate